CC(C)(N1CCN(CC1)C1=C2CCCNC2=CC=C1)C1CCN(CC1)C(=O)OC(C)(C)C tert-butyl 4-[1-methyl-1-[4-(1,2,3,4-tetrahydroquinolin-5-yl)piperazin-1-yl]ethyl]piperidine-1-carboxylate